1-(2-(1H-pyrazolo[3,4-b]pyridine-4-carbonyl)-2-azaspiro[3.3]heptan-6-yl)-3-(3-(2,2,2-trifluoroethyl)phenyl)urea N1N=CC2=C1N=CC=C2C(=O)N2CC1(C2)CC(C1)NC(=O)NC1=CC(=CC=C1)CC(F)(F)F